6-(2-amino-5-(3-((dimethylamino)methyl)-4-methoxyphenyl)-6-fluoropyridin-3-yl)-3,4-dihydroisoquinolin-1(2H)-one NC1=NC(=C(C=C1C=1C=C2CCNC(C2=CC1)=O)C1=CC(=C(C=C1)OC)CN(C)C)F